Magnesium fluorogermanat F[Ge](=O)[O-].[Mg+2].F[Ge](=O)[O-]